CN(C(=O)C=1N=C(N(C(C1OC)=O)C)N1C(C2=CC=CC=C2CC1)C1=CC=CC=C1)C=1C(=NC=CC1)Cl methyl-N-(2-chloropyridin-3-yl)-5-methoxy-1-methyl-6-oxo-2-(1-phenyl-1,2,3,4-tetrahydroisoquinolin-2-yl)-1,6-dihydropyrimidine-4-carboxamide